C(C)C1=NC2=CC(=C(C=C2C(N1C1=CC=C(C=C1)OC)=O)I)F 2-Ethyl-7-fluoro-6-iodo-3-(4-methoxyphenyl)quinazolin-4(3H)-one